FC=1C=CC(=C(C1)C1CCN(CC1)[C@@H]1COC2(CN(C2)C(NO)=N)C1)OC1COC1 (S)-7-(4-(5-fluoro-2-(oxetan-3-yloxy)phenyl)piperidin-1-yl)-N-hydroxy-5-oxa-2-azaspiro[3.4]octane-2-carboximidamide